C(C1=CC=CC=C1)OC(=O)C1(CC(C1)CSC)C(C1=CC=C(C=C1)C#N)=O 1-(4-Cyanobenzoyl)-3-((methylthio)methyl)cyclobutane-1-carboxylic acid benzyl ester